COC(=O)C1=CC=C(C=C1)C1=CC(=C(C=C1)O)Br 3'-bromo-4'-hydroxy-[1,1'-biphenyl]-4-carboxylic acid methyl ester